6'-Methyl-4''-(trifluoromethyl)-2'',3'',4'',5''-tetrahydro-[1,1':2',1''-terphenyl]-2-carbonitrile CC=1C=CC=C(C1C=1C(=CC=CC1)C#N)C=1CCC(CC1)C(F)(F)F